CC(C)SN 2-propanesulfenamide